2-[[[4-(4-isopropylphenyl)-6,7-dihydrofuro[3,2-d]pyrimidin-2-yl]amino]methyl]prop-2-enoic acid C(C)(C)C1=CC=C(C=C1)C=1C2=C(N=C(N1)NCC(C(=O)O)=C)CCO2